C12(CC1)CSC1=C(CN2)C=CC=C1 4,5-dihydro-2H-spiro[benzo[f][1,4]thiazepin-3,1'-Cyclopropane]